ClC=1C=C(C(C=O)=C(C1)[2H])[2H] 4-chlorobenzaldehyde-2,6-d2